lauryl-ethyl-ammonium ethyl-sulfate C(C)OS(=O)(=O)[O-].C(CCCCCCCCCCC)[NH2+]CC